10-chloro-2-(4-fluorophenyl)[1,2,4]triazolo[1,5-c]quinazolin ClC=1C=2C=3N(C=NC2C=CC1)N=C(N3)C3=CC=C(C=C3)F